BrC=1C=C2C(=NC1)N(N=C2C2CC2)COCC[Si](C)(C)C 5-bromo-3-cyclopropyl-1-((2-(trimethylsilyl)ethoxy)methyl)-1H-pyrazolo[3,4-b]pyridine